1,2,3-thiadiazol S1N=NC=C1